FC(C(=O)O)(F)F.N1CC(=CC1)C1=CC2=C(C=3N(CCC2NC=2C=C(C=CC2)O)N=NC3C)C=C1 3-((9-(2,5-dihydro-1H-pyrrol-3-yl)-1-methyl-6,7-dihydro-5H-benzo[c][1,2,3]triazolo[1,5-a]azepin-7-yl)amino)phenol 2,2,2-trifluoroacetate